[3-(2,6-dichlorophenyl)-5-(propan-2-yl)-1,2-oxazol-4-yl]methanol ClC1=C(C(=CC=C1)Cl)C1=NOC(=C1CO)C(C)C